C(CC)[N+](CCCCC)(C)CCC N,N-dipropyl-N-methyl-N-pentylammonium